5-morpholin-4-ylpyrazolo[1,5-a]pyrid-3-ylamine N1(CCOCC1)C1=CC=2N(C=C1)N=CC2N